3-hydroxy-2-(1-(tetrahydro-2H-pyran-2-yl)-1H-pyrazol-5-yl)-1-naphthacenenitrile OC=1C(=C(C2=CC3=CC4=CC=CC=C4C=C3C=C2C1)C#N)C1=CC=NN1C1OCCCC1